N-[(2-tert-butoxypyridin-4-yl)methyl]-1-(3,5-dichlorophenyl)-3-methyl-5-oxopyrrolidine-3-carboxamid C(C)(C)(C)OC1=NC=CC(=C1)CNC(=O)C1(CN(C(C1)=O)C1=CC(=CC(=C1)Cl)Cl)C